[C@H]12CN(C[C@H](CC1)N2)C2=NC(=NC1=CC(=CC=C21)C=2C=C(C=CC2F)NC(C)=O)OC[C@H]2N(CCC2)C N-(3-(4-((1R,5S)-3,8-diazabicyclo[3.2.1]octan-3-yl)-2-(((S)-1-methylpyrrolidin-2-yl)methoxy)quinazolin-7-yl)-4-fluorophenyl)acetamide